N1C=C(C2=CC=CC=C12)CC(CCCC)NC(=O)C1=CC2=C(S1)C=C(C=C2)N2CCC(CC2)N(C)C N-(1-(1H-indol-3-yl)hexan-2-yl)-6-(4-(dimethylamino)piperidin-1-yl)benzo[b]thiophene-2-Carboxamide